3,5-difluoro-4-((1-methyl-1H-pyrazol-4-yl)oxy)benzaldehyde FC=1C=C(C=O)C=C(C1OC=1C=NN(C1)C)F